FC1=NN(C2=CC=C(C=C12)CNC(=O)C1C[C@H]2CC[C@@H](C1)N2C(=O)C2=NNC(=C2)C2=CC(=NC=C2F)OC)C (1R,3S,5S)-N-[(3-fluoro-1-methylindazol-5-yl)methyl]-8-[5-(5-fluoro-2-methoxypyridin-4-yl)-1H-pyrazole-3-carbonyl]-8-azabicyclo[3.2.1]octane-3-carboxamide